Cl.Cl.CC1(N(CCN(C1)CC1CCNCC1)C1=CC=C2C(=NN(C2=C1)C)C1C(NC(CC1)=O)=O)C 3-(6-(2,2-dimethyl-4-(piperidin-4-ylmethyl)piperazin-1-yl)-1-methyl-1H-indazol-3-yl)piperidine-2,6-dione dihydrochloride